C(C)(C)(C)OC(=O)N1[C@@H](C[C@@H](C1)C1CCCCC1)C(NC1=CC=C(C=C1)C(=O)OC(C)(C)C)=O (2S,4R)-2-((4-(t-butoxycarbonyl)phenyl)carbamoyl)-4-cyclohexylpyrrolidine-1-carboxylic acid tert-butyl ester